CN1C2(CN(C2)C(=O)OC(C)(C)C)C(CC1)=O tert-butyl 5-methyl-8-oxo-2,5-diazaspiro[3.4]octane-2-carboxylate